BrC1=CC=C(C2=C(C=CC=C12)Br)I 1,5-dibromo-4-iodonaphthalene